methyl 4-{2-[2-(2-isopropyl-4-methoxyphenyl) ethynyl]-1,3-thiazole-4-sulfonylamino}-3-methoxybenzoate C(C)(C)C1=C(C=CC(=C1)OC)C#CC=1SC=C(N1)S(=O)(=O)NC1=C(C=C(C(=O)OC)C=C1)OC